N[C@@H]1CN(CC1)C1=C(C=CC(=C1)C=1C=NC=CC1C#N)C=1N=C(C(=C(C(=O)N)C1)F)C1=C(C=CC=C1OC)F (2-((S)-3-aminopyrrolidin-1-yl)-4-(4-cyanopyridin-3-yl)phenyl)-3-fluoro-2-(2-fluoro-6-methoxyphenyl)isonicotinamide